N-(3-trimethoxysilylpropyl)-4,5-dihydroimidazole CO[Si](CCCN1C=NCC1)(OC)OC